1-(4-(2-(6-((3R,5R)-3-Amino-5-fluoropiperidine-1-carbonyl)-3-methylpyrazolo[1,5-a]pyridin-2-yl)-1-(cyclopropylmethyl)-5-fluoro-1H-indol-7-yl)piperidin-1-yl)-2-methoxyethan-1-one N[C@H]1CN(C[C@@H](C1)F)C(=O)C=1C=CC=2N(C1)N=C(C2C)C=2N(C1=C(C=C(C=C1C2)F)C2CCN(CC2)C(COC)=O)CC2CC2